N-(2-chloro-4-(5-((4-(4-cyano-6-methylpyrimidin-2-yl)piperazin-1-yl)sulfonyl)indoline-1-carbonyl)thiazol-5-yl)-N-methylmethanesulfonamide ClC=1SC(=C(N1)C(=O)N1CCC2=CC(=CC=C12)S(=O)(=O)N1CCN(CC1)C1=NC(=CC(=N1)C#N)C)N(S(=O)(=O)C)C